OC=1C=C(OC=2C=C(C=C(C2)C)O)C=CC1 3-(3-hydroxyphenoxy)-5-methylphenol